The molecule is an acyl-CoA(4-) oxoanion arising from deprotonation of the phosphate and diphosphate OH groups of 3-hydroxy-3-(methylthio)propanoyl; major species at pH 7.3. It is a conjugate base of a 3-hydroxy-3-(methylthio)propanoyl-CoA. CC(C)(COP(=O)([O-])OP(=O)([O-])OC[C@@H]1[C@H]([C@H]([C@@H](O1)N2C=NC3=C(N=CN=C32)N)O)OP(=O)([O-])[O-])[C@H](C(=O)NCCC(=O)NCCSC(=O)CC(O)SC)O